[Pt](Cl)Cl.C(C=C)C1=C(C(=CC=2NC([C@H]3N(CC4=CC=CC=C4C3)C(C21)=O)OC2OCCCC2)OCCCC(=O)OC)OC allyl-(6aS)-2-methoxy-3-(4-methoxy-4-oxobutoxy)-14-oxo-6-((tetrahydro-2H-Pyran-2-yl)oxy)-6,6a,7,12-tetrahydrobenzo[5,6][1,4]diazepino[1,2-b]isoquinoline platinum chloride